((2S)-2-((tert-butyldimethylsilyl)oxy)-1-hydroxypropyl)-4-(hydroxymethyl)piperidine-1-carboxylic acid tert-butyl ester C(C)(C)(C)OC(=O)N1C(CC(CC1)CO)C([C@H](C)O[Si](C)(C)C(C)(C)C)O